2-(2,6-dioxopiperidin-3-yl)-4-fluoro-1-oxo-N-((R)-2,2,2-trifluoro-1-(5-fluoropyridin-2-yl)ethyl)isoindoline-5-carboxamide O=C1NC(CCC1N1C(C2=CC=C(C(=C2C1)F)C(=O)N[C@@H](C(F)(F)F)C1=NC=C(C=C1)F)=O)=O